C(#C)B1OC(C(O1)(C)C)(C)C 2-ethynyl-4,4,5,5-tetramethyl-1,3,2-dioxaborolane